3,4,5-trimethoxybenzaldehyde dimethyl ketal COC(C1=CC(=C(C(=C1)OC)OC)OC)OC